3-(10-(bicyclo[2.2.1]heptan-1-yl-methoxy)-2-methyl-4-oxo-5,6-di-hydro-2H-2,6-methanobenzo[g]-[1,3,5]oxadiazocin-3(4H)-yl)-N-(4-methylphenethyl)benzamide C12(CCC(CC1)C2)COC2=CC=CC=1C3NC(N(C(OC12)(C3)C)C=3C=C(C(=O)NCCC1=CC=C(C=C1)C)C=CC3)=O